6-(6-(4-((2R)-4-((1r,3S)-adamantan-1-yl)-2-methylbutanoyl)piperazin-1-yl)pyridin-3-yl)-N-((4,6-dimethyl-2-oxo-1,2-dihydropyridin-3-yl)methyl)-1-isopropyl-1H-indazole-4-carboxamide C12(CC3CC(CC(C1)C3)C2)CC[C@H](C(=O)N2CCN(CC2)C2=CC=C(C=N2)C=2C=C(C=3C=NN(C3C2)C(C)C)C(=O)NCC=2C(NC(=CC2C)C)=O)C